N-propyl-acetamide hydrochloride Cl.C(CC)NC(C)=O